2-(4-(bis(2,6-dimethylphenyl)boranyl)phenyl)-4,4,5,5-tetramethyl-1,3,2-dioxaborolane CC1=C(C(=CC=C1)C)B(C1=CC=C(C=C1)B1OC(C(O1)(C)C)(C)C)C1=C(C=CC=C1C)C